ethyl (Z)-3-(6-(acetoxymethyl)-5-methylpyridin-2-yl)acrylate C(C)(=O)OCC1=C(C=CC(=N1)\C=C/C(=O)OCC)C